COCCOC=1C=C(C=CC1OC1=CC=CC=C1)N1C(N(C(NC1=O)=O)C)=O 1-[3-(2-methoxyethoxy)-4-phenoxyphenyl]-3-methyl-1,3,5-triazinane-2,4,6-trione